(hexafluoropropylidene)diphenylamine FC(C(F)=C1C(C=CC=C1)NC1=CC=CC=C1)(C(F)(F)F)F